[(furan-2-yl)methyl]thieno[3,2-b]pyridin-7-amine dihydrochloride Cl.Cl.O1C(=CC=C1)CC1=CC2=NC=CC(=C2S1)N